O=C1NC=NO1 oxo-4,5-dihydro-1,2,4-oxadiazole